5-[(4S,9aR)-8-[5-[(1S,4S)-2,5-diazabicyclo[2.2.1]heptan-2-yl]-3-methyl-2-pyridyl]-4-methyl-3,4,6,7,9,9a-hexahydro-1H-pyrazino[1,2-a]pyrazin-2-yl]-2-deuterio-quinoline-8-carbonitrile [C@@H]12N(C[C@@H](NC1)C2)C=2C=C(C(=NC2)N2C[C@@H]1N([C@H](CN(C1)C1=C3C=CC(=NC3=C(C=C1)C#N)[2H])C)CC2)C